methyl 2-[4-({2-[2-(2-azidoethoxy)ethoxy]ethoxy}methyl)benzoyl]-4-(4-fluorophenyl)butanoate N(=[N+]=[N-])CCOCCOCCOCC1=CC=C(C(=O)C(C(=O)OC)CCC2=CC=C(C=C2)F)C=C1